C1(NCCN2C1=CC=1CCCCC21)=O 3,4,6,7,8,9-Hexahydropyrazino[1,2-a]indol-1(2H)-one